ClC1=CC=C(C=C1)C1=NN(C[C@@H]1C1=CC=CC=C1)/C(/NCC1(CC1)NS(N)(=O)=O)=N/S(=O)(=O)C1=CC=C(C=C1)Cl (S,E)-3-(4-chlorophenyl)-N'-((4-chlorophenyl)sulfonyl)-4-phenyl-N-((1-(sulfamoylamino)cyclopropyl)methyl)-4,5-dihydro-1H-pyrazole-1-carboximidamide